benzyl 3-(tert-butoxycarbonylamino)-2-(methoxymethyl)piperidine-1-carboxylate C(C)(C)(C)OC(=O)NC1C(N(CCC1)C(=O)OCC1=CC=CC=C1)COC